2-(6-methoxybenzofuran-yl)ACETIC ACID COC1=CC2=C(C=C(O2)CC(=O)O)C=C1